3-Chloro-2-hydrazinoquinoxaline-6-carboxylic acid methyl ester COC(=O)C=1C=C2N=C(C(=NC2=CC1)NN)Cl